BrC1=CC=CC(=N1)C1=NN=C2N1CC(CC2)C 3-(6-Bromopyridin-2-yl)-6-methyl-5,6,7,8-tetrahydro-[1,2,4]triazolo[4,3-a]pyridine